C(C)OC(CCC(=O)C1=NC(=CC(=C1O)C#N)C(F)(F)F)=O 4-(4-Cyano-3-hydroxy-6-trifluoromethyl-pyridin-2-yl)-4-oxo-butyric acid ethyl ester